3-[(isopropylsulfonyl)methyl]-N-(5-methyl-1,3,4-oxadiazol-2-yl)-5-(trifluoromethyl)[1,2,4]triazolo-[4,3-a]pyridine-8-carboxamid C(C)(C)S(=O)(=O)CC1=NN=C2N1C(=CC=C2C(=O)NC=2OC(=NN2)C)C(F)(F)F